The molecule is an acetamide that is acetaminophen (paracetamol) substituted on the phenolic oxygen and the amido nitrogen with trimethylsilyl groups It contains a trimethylsilyl group. It derives from a paracetamol. CC(=O)N(C1=CC(=C(C=C1)O[Si])[N+](=O)[O-])[Si]